2-(4-(1-bromoethyl)phenyl)-1-ethyl-1H-imidazole-4-carbonitrile BrC(C)C1=CC=C(C=C1)C=1N(C=C(N1)C#N)CC